(2r,4r)-8-(4-cyano-2-fluorophenyl)-6,9-dioxo-5-(4-(trifluoromethyl)benzyl)-5,8-diazaspiro[3.5]nonane-2-carboxamide C(#N)C1=CC(=C(C=C1)N1CC(N(C2(CC(C2)C(=O)N)C1=O)CC1=CC=C(C=C1)C(F)(F)F)=O)F